C(C=1C(C(=O)OCCCC)=CC(C(=O)OCCCC)=CC1)(=O)OCCCC tri(n-butyl) trimellitate